FC1(CCC(CC1)CC=1NC(N(N1)C)=O)F 5-[(4,4-difluorocyclohexyl)methyl]-2-methyl-2,4-dihydro-3H-1,2,4-triazol-3-one